N-(4-((4-(3,5-dichlorophenyl)-piperazin-1-yl)sulfonyl)phenyl)-5-formyl-2-(N-methylmethylsulfonamido)benzamide ClC=1C=C(C=C(C1)Cl)N1CCN(CC1)S(=O)(=O)C1=CC=C(C=C1)NC(C1=C(C=CC(=C1)C=O)N(S(=O)(=O)C)C)=O